8-bromo-11-phenyl-5H-indolo[3,2-c]quinolin-6-one BrC=1C=C2C(=CC1)N(C1=C2C(NC2=CC=CC=C12)=O)C1=CC=CC=C1